COC(=O)C=1C=C(C2=C(N=C3N2CCCC3)C1)Br.CN(C1=CC=C(C=C1)OCCCCCCCCCCCCCCCCCC)C N,N-dimethyl-4-(octadecyloxy)aniline methyl-9-bromo-1,2,3,4-tetrahydrobenzo[4,5]imidazo[1,2-a]pyridine-7-carboxylate